1-[2-(1H-1,2,3-benzotriazol-1-yl)acetyl]-4-fluoro-N-{phenyl-[4-(propan-2-yl)phenyl]methyl}pyrrolidine-2-carboxamide N1(N=NC2=C1C=CC=C2)CC(=O)N2C(CC(C2)F)C(=O)NC(C2=CC=C(C=C2)C(C)C)C2=CC=CC=C2